butyl-2-[[(1R)-1-[3,6-dimethyl-2-[4-[(4-methylpiperazin-1-yl)methyl]phenyl]-4-oxo-chromen-8-yl]ethyl]amino]benzoate C(CCC)OC(C1=C(C=CC=C1)N[C@H](C)C=1C=C(C=C2C(C(=C(OC12)C1=CC=C(C=C1)CN1CCN(CC1)C)C)=O)C)=O